[Sm+3].B([O-])([O-])[O-].[Ca+2] Calcium borate samarium